5-(5-bromo-3,4-dihydro-2H-quinolin-1-yl)-6-fluoro-1-methyl-[1,2,4]triazolo[4,3-a]quinazoline BrC1=C2CCCN(C2=CC=C1)C1=NC=2N(C3=CC=CC(=C13)F)C(=NN2)C